BrC1=CC2=C(N(C=N2)[C@@H]2C[C@@H](CCC2)NC(OC(C)(C)C)=O)C(=C1)Cl tert-Butyl ((1R,3S)-3-(5-bromo-7-chloro-1H-benzo[d]imidazol-1-yl)cyclohexyl)carbamate